ClC1=C(C(=CC=C1)C)NC(=O)C1=CN=C(S1)NC1=NC(=NC(=C1)N1CCN(CC1)CCCCl)C N-(2-chloro-6-methylphenyl)-2-((6-(4-(3-chloropropyl)piperazin-1-yl)-2-methylpyrimidin-4-yl)amino)thiazole-5-carboxamide